[2H]C([2H])([2H])C(C([2H])([2H])[2H])(C([2H])([2H])[2H])O tert-butanol-d9